dibenzyl-aspartic acid C(C1=CC=CC=C1)N([C@@H](CC(=O)O)C(=O)O)CC1=CC=CC=C1